tert-butyl N-{[5-(2-fluorophenyl)-1-[(5-hydroxypyridin-3-yl) sulfonyl]-1H-pyrrol-3-yl] methyl}-N-methylcarbamate FC1=C(C=CC=C1)C1=CC(=CN1S(=O)(=O)C=1C=NC=C(C1)O)CN(C(OC(C)(C)C)=O)C